(S)-1-(3-Nitropyrazolo[1,5-a]pyrimidin-5-yl)piperidin-3-ol [N+](=O)([O-])C=1C=NN2C1N=C(C=C2)N2C[C@H](CCC2)O